1-{2-fluoro-5-[(2R)-2-methylmorpholine-4-yl]-3-(trifluoromethyl)phenyl}pyridine-2(1H)-one FC1=C(C=C(C=C1C(F)(F)F)N1C[C@H](OCC1)C)N1C(C=CC=C1)=O